CN1N=C(C=C(C1=O)C(=O)C1C(CCCC1=O)=O)C 2-(2,6-dimethyl-3-oxo-pyridazine-4-carbonyl)cyclohexane-1,3-dione